ClS(=O)(=O)C1CCN(CC1)C(=O)OCCCC butyl 4-(chlorosulfonyl)piperidine-1-carboxylate